1-(3-(4-chloro-2-methyl-2H-indazol-5-yl)-5-hydroxymethyl-1H-pyrazolo[3,4-b]pyrazine-6-yl)-N-(1-cyclopropyl-5-methyl-6-oxo-1,6-dihydropyridin-3-yl)-4-methylpiperidine-4-carboximidamide ClC=1C2=CN(N=C2C=CC1C1=NNC2=NC(=C(N=C21)CO)N2CCC(CC2)(C(NC2=CN(C(C(=C2)C)=O)C2CC2)=N)C)C